6-chloro-2-methyl-3,4-dioxo-3,4-dihydronaphthalen-1-amine ClC=1C=C2C(C(C(=C(C2=CC1)N)C)=O)=O